6-bromo-3-[4-[4-ethyl-2-methyl-3-(1H-pyrazol-4-yl)piperazin-1-yl]Pyrimidin-2-yl]Imidazo[1,2-a]Pyrazine BrC=1N=CC=2N(C1)C(=CN2)C2=NC=CC(=N2)N2C(C(N(CC2)CC)C=2C=NNC2)C